CCOC1CC2C=CC1C2 6-2-ethoxynorbornene